((2S,5S)-5-amino-5-(hydroxymethyl)-tetrahydro-2H-pyran-2-yl)((S)-1-(4-fluorophenyl)-3,4-dihydroisoquinolin-2(1H)-yl)methanone N[C@@]1(CC[C@H](OC1)C(=O)N1[C@H](C2=CC=CC=C2CC1)C1=CC=C(C=C1)F)CO